C1(CC1)S(=O)(=O)C1=CC=C(O1)C(=O)NC1CC2(C1)CC(C2)C(NC=2C=NC(=CC2Cl)Cl)=O 5-cyclopropylsulfonyl-N-[6-[(4,6-dichloro-3-pyridyl)carbamoyl]spiro[3.3]heptan-2-yl]furan-2-carboxamide